C1(=CC=CC=C1)S(=O)(=O)[Se]CCOC1=CC=CC=C1 Se-(2-phenoxyethyl) selenobenzenesulfonate